(S)-2-((R)-3-(5-amino-6-oxo-1,6-dihydropyridazin-3-yl)-4,4-difluoropiperidin-1-yl)-N-(6-(cyclopropylmethoxy)pyridazin-3-yl)propanamide NC1=CC(=NNC1=O)[C@H]1CN(CCC1(F)F)[C@H](C(=O)NC=1N=NC(=CC1)OCC1CC1)C